3-((3-chloro-5-((phenoxycarbonyl)amino)phenoxy)methyl)pyrrolidine-1-carboxylic acid tert-butyl ester C(C)(C)(C)OC(=O)N1CC(CC1)COC1=CC(=CC(=C1)NC(=O)OC1=CC=CC=C1)Cl